C(=C)CC(=O)O.C(C)(=O)OC=C vinyl acetate (ethenyl acetate)